2-((1-acetylpiperidin-4-yl)amino)-4-benzylthiazole-5-carboxylic acid methyl ester COC(=O)C1=C(N=C(S1)NC1CCN(CC1)C(C)=O)CC1=CC=CC=C1